1,3-Dimethyl-4-(methylsulfonyl)-2-nitrobenzene CC1=C(C(=C(C=C1)S(=O)(=O)C)C)[N+](=O)[O-]